ClC=1C=C(C=CC1)C1=CC=CC=2C(=C(SC21)C(=O)N[C@H]2CCOC1=CC=CC=C21)C(C)C 7-(3-Chlorophenyl)-N-[(4S)-3,4-dihydro-2H-chromen-4-yl]-3-isopropyl-1-benzothiophene-2-carboxamide